(7R,14R)-1-(difluoromethoxy)-11-(3-(ethylamino)prop-1-yn-1-yl)-6-(methyl-d3)-6,7-dihydro-7,14-methanobenzo[f]benzo[4,5]imidazo[1,2-a][1,4]diazocin-5(14H)-one FC(OC1=CC=CC=2C(N([C@H]3C=4N([C@@H](C21)C3)C3=C(N4)C=CC(=C3)C#CCNCC)C([2H])([2H])[2H])=O)F